COCOC1=CC=C(C=C1)C=1SC=CC1NC(O[C@H](C)C1=C(C=CC=C1)Cl)=O [(1R)-1-(2-chlorophenyl)ethyl] N-[2-[4-(methoxymethoxy)phenyl]thiophen-3-yl]carbamate